(S)-((9-amino-4-ethyl-8-fluoro-4-hydroxy-3,14-dioxo-3,4,12,14-tetrahydro-1H-pyrano[3',4':6,7]indolizino[1,2-b]quinolin-11-yl)methyl)thiocarbamic acid S-(2-hydroxyethyl) ester OCCSC(NCC1=C2C(=NC=3C=C(C(=CC13)N)F)C1=CC3=C(C(N1C2)=O)COC([C@]3(O)CC)=O)=O